6-((2R,4S)-2-(2,5-difluorophenyl)-4-fluoropyrrolidin-1-yl)-3-((E)-2-(1-(piperidin-4-yl)-1H-pyrazol-3-yl)vinyl)imidazo[1,2-b]pyridazine FC1=C(C=C(C=C1)F)[C@@H]1N(C[C@H](C1)F)C=1C=CC=2N(N1)C(=CN2)\C=C\C2=NN(C=C2)C2CCNCC2